CC=1N=CSC1C1(N(CCC1)CC1=CC=CC=C1)C(=O)N 4-methylthiazol-5-yl-(benzyl)pyrrolidine-2-carboxamide